C1(=CC=CC=C1)C1=CC=2C(C3=CC(=CC=C3C2C=C1)C1=CC=CC=C1)=O 2,7-diphenyl-9-fluorenone